FC(OC1=CC=C(C=C1)O)(F)F 4-(trifluoromethoxy)phenol